4-bromopyridinic acid BrC1=CC(=NC=C1)C(=O)O